C1=CC=CC=2C3=CC=CC=C3C(C12)COC(=O)NC(C(=O)O)(CC)CC 2-((((9H-fluoren-9-yl)methoxy)carbonyl)amino)-2-ethylbutanoic acid